O[C@H]1C[C@H]2CC[C@H]3[C@@H]4CC[C@H]([C@@H](CCC=O)C)[C@]4([C@H](C[C@@H]3[C@]2(CC1)C)O)C 3α,12α-dihydroxy-24-oxo-5β-cholane